Cl.N1=C(N=CN=C1)N [1,3,5]triazin-2-amine hydrochloride